C(C)(=O)O[C@H]1[C@H](N(C[C@@H]1OC(=O)OC(C)(C)C)C(=O)OC(C)(C)C)CC1=CC=C(C=C1)[Sn](CCCC)(CCCC)CCCC tert-butyl (2R,3S,4S)-3-(acetyloxy)-4-[(tert-butoxycarbonyl)oxy]-2-{[4-(tributylstannyl)phenyl]methyl}pyrrolidine-1-carboxylate